FC(CN1CCC2(CN(C(N2CC2=C(C(=CC=C2)F)C)=O)C2=NC(=C(C=C2)C=2C=NNC2)OC)CC1)F 8-(2,2-difluoroethyl)-1-(3-fluoro-2-methylbenzyl)-3-(6-methoxy-5-(1H-pyrazol-4-yl)pyridin-2-yl)-1,3,8-triazaspiro[4.5]decan-2-one